C(C)(C)(C)OC(=O)N1C=NC=C1 1H-imidazole-1-carboxylic acid tert-butyl ester